N1=C(N=CC=C1)NNC(C1=C(C=C(C=C1)C(=CC(C(F)(F)F)C1=CC(=C(C(=C1)Cl)Cl)Cl)F)C(F)(F)F)=O N'-(pyrimidin-2-yl)-4-(1,4,4,4-tetrafluoro-3-(3,4,5-trichlorophenyl)but-1-en-1-yl)-2-(trifluoromethyl)benzoyl-hydrazine